3-(difluoromethyl)pyrrolidin-3-ol hydrochloride Cl.FC(C1(CNCC1)O)F